4-(Methylamino)-1-phenyl-7-(trifluoromethyl)pyrido[2,3-d]pyrimidin-2(1H)-one CNC=1C2=C(N(C(N1)=O)C1=CC=CC=C1)N=C(C=C2)C(F)(F)F